3-(THIOPHEN-3-YL)PROPANAL S1C=C(C=C1)CCC=O